FC1=C(C=C(C=C1)F)C1CCC(N1)=O 5-(2,5-difluorophenyl)pyrrolidin-2-one